ClC1=CC2=C(C=C(O2)C=2N=C(SC2)C=2CCN(CC2)C(=O)OC(C)(C)C)C=C1 tert-butyl 4-(4-(6-chlorobenzofuran-2-yl)thiazol-2-yl)-3,6-dihydropyridine-1(2H)-carboxylate